tert-butyl 4-(14-iodo-3,6,9,12-tetraoxatetradecan-1-yl)piperazine-1-carboxylate ICCOCCOCCOCCOCCN1CCN(CC1)C(=O)OC(C)(C)C